C1(=C(C=CC=C1)C1=CNC(C2=CC(=CC=C12)C=C)=O)C 4-(o-tolyl)-7-vinylisoquinolin-1(2H)-one